niobium(V) ammonium oxalate C(C(=O)[O-])(=O)[O-].[NH4+].[Nb+5].C(C(=O)[O-])(=O)[O-].C(C(=O)[O-])(=O)[O-]